3-chloro-N-(3-(3-(5-(methyl-d3)furan-2-yl)-[1,2,4]triazolo[4,3-b]pyridazin-6-yl)phenyl)benzamide ClC=1C=C(C(=O)NC2=CC(=CC=C2)C=2C=CC=3N(N2)C(=NN3)C=3OC(=CC3)C([2H])([2H])[2H])C=CC1